The molecule is an acyl-CoA oxoanion arising from deprotonation of the phosphate, diphosphate and carboxylic acid functions of 2,3-didehydroadipoyl-CoA. It is a conjugate base of a 2,3-didehydroadipoyl-CoA. CC(C)(COP(=O)([O-])OP(=O)([O-])OC[C@@H]1[C@H]([C@H]([C@@H](O1)N2C=NC3=C(N=CN=C32)N)O)OP(=O)([O-])[O-])[C@H](C(=O)NCCC(=O)NCCSC(=O)/C=C/CCC(=O)[O-])O